6-[4-[2-[(4-fluoro-2,3-dihydro-1H-inden-2-yl)amino]ethylamino]-2-oxopyrrolidin-1-yl]-4H-pyrido[3,2-b][1,4]oxazin-3-one FC1=C2CC(CC2=CC=C1)NCCNC1CC(N(C1)C=1C=CC=2OCC(NC2N1)=O)=O